rac-tert-butyl ((1R,2R)-2-(1-methyl-1H-pyrazol-5-yl)cyclopropyl)carbamate CN1N=CC=C1[C@H]1[C@@H](C1)NC(OC(C)(C)C)=O |r|